ClC1=CC=C(C=C1)C=1N=C(SC1)NC(C1=CC(=C(C=C1)F)NC(C(F)(F)F)=O)=O N-(4-(4-Chlorophenyl)thiazol-2-yl)-4-fluoro-3-(2,2,2-trifluoroacetamido)benzamide